2-(7-(4-chlorophenyl)-9-methoxy-2-methyl-3-oxo-3,5-dihydro-2H-benzo[c]pyrido[3,4]azepin-5-yl)acetic acid ClC1=CC=C(C=C1)C1=CC(=CC=2C1=CN(C=1C(C2)=CN(C(C1)=O)C)CC(=O)O)OC